3-bromo-5-chloro-N-(2,4-dimethoxybenzyl)-N-methyl-2H-pyrazolo[4,3-d]pyrimidin-7-amine BrC=1NN=C2C1N=C(N=C2N(C)CC2=C(C=C(C=C2)OC)OC)Cl